trans-8-((4-((4-fluoro-2-methylphenyl)((4-methylmorpholin-3-yl)methyl)amino)cyclohexyl)(methyl)amino)-5-methyl-6-oxo-5,6-dihydro-1,5-naphthyridine-2,7-dicarbonitrile FC1=CC(=C(C=C1)N([C@@H]1CC[C@H](CC1)N(C1=C(C(N(C=2C=CC(=NC12)C#N)C)=O)C#N)C)CC1N(CCOC1)C)C